Bis(5,7-dichloro-2-trityl-1,2,3,4-tetrahydroisoquinoline-6-carboxylic acid)-tetramethylethylenediammonium salt C[NH2+]CC[N+](C)(C)C.ClC1=C2CCN(CC2=CC(=C1C(=O)[O-])Cl)C(C1=CC=CC=C1)(C1=CC=CC=C1)C1=CC=CC=C1.ClC1=C2CCN(CC2=CC(=C1C(=O)[O-])Cl)C(C1=CC=CC=C1)(C1=CC=CC=C1)C1=CC=CC=C1